2,2-bis(3,4-epoxycyclohexan-1-yl)propane C1(CC2C(CC1)O2)C(C)(C)C2CC1C(CC2)O1